COC(CC(CC1=C(C=CC(=C1)F)[N+](=O)[O-])=O)=O 4-(5-fluoro-2-nitrophenyl)-3-oxobutanoic acid methyl ester